4-Nitrophenyl [(pyridin-4-yl)methyl]carbamate N1=CC=C(C=C1)CNC(OC1=CC=C(C=C1)[N+](=O)[O-])=O